(R)-3-((S)-2-(4-ethyl-2,3-dioxopiperazine-1-carboxamido)-2-(4-phosphonophenyl)acetamido)-7-fluoro-2-hydroxy-3,4-dihydro-2H-benzo[e][1,2]oxaborinine-8-carboxylic acid C(C)N1C(C(N(CC1)C(=O)N[C@H](C(=O)N[C@@H]1B(OC2=C(C1)C=CC(=C2C(=O)O)F)O)C2=CC=C(C=C2)P(=O)(O)O)=O)=O